7-((6-((dimethylamino)methyl)-5-(6-hydroxy-1,4-oxazepan-4-yl)pyridin-2-yl)amino)-4-(7-fluoroimidazo[1,2-a]pyridin-3-yl)isoindolin-1-one CN(C)CC1=C(C=CC(=N1)NC=1C=CC(=C2CNC(C12)=O)C1=CN=C2N1C=CC(=C2)F)N2CCOCC(C2)O